1-tertiary butyl-3,5-dibromobenzene C(C)(C)(C)C1=CC(=CC(=C1)Br)Br